2-(4-(6-((5-Cyanopyridin-2-yl)methoxy)pyridin-2-yl)-2,5-difluorobenzyl)-4-methoxy-1-(oxetan-2-ylmethyl)-1H-benzo[d]imidazole-6-carboxylic acid C(#N)C=1C=CC(=NC1)COC1=CC=CC(=N1)C1=CC(=C(CC2=NC3=C(N2CC2OCC2)C=C(C=C3OC)C(=O)O)C=C1F)F